(R)-2-((1,4-dioxo-1,4-dihydronaphthalen-2-yl)amino)-3-phenyl-N-(3-chloro-4-methylphenyl)-propanamide O=C1C(=CC(C2=CC=CC=C12)=O)N[C@@H](C(=O)NC1=CC(=C(C=C1)C)Cl)CC1=CC=CC=C1